BrC1=CC=C(C=C1)NC1=CC=C2C(=N1)C=NN2S(=O)(=O)C2=CC=C(C)C=C2 N-(4-bromophenyl)-1-tosyl-1H-pyrazolo[4,3-b]pyridin-5-amine